7-(2-((6-cyclopropylisoindolin-5-yl)amino)-5-(trifluoromethyl)pyrimidin-4-yl)-4-methyl-3,4-dihydrothieno[2,3-f][1,4]thiazepin-5(2H)-one 1,1-dioxide C1(CC1)C1=C(C=C2CNCC2=C1)NC1=NC=C(C(=N1)C1=CC2=C(C(N(CCS2(=O)=O)C)=O)S1)C(F)(F)F